BrC1=C(C(=O)OC)C=C(C=C1F)C1CC1 methyl 2-bromo-5-cyclopropyl-3-fluorobenzoate